(2S,3R,5R)-3-(5-(3,4-dihydroxybenzoyl)isoxazol-3-yl)-3-methyl-7-oxo-4-thia-1-azabicyclo[3.2.0]heptane-2-carboxylic acid 4,4-dioxide OC=1C=C(C(=O)C2=CC(=NO2)[C@]2([C@@H](N3C(C[C@H]3S2(=O)=O)=O)C(=O)O)C)C=CC1O